O1CCC=2C1=CC=CC2C=O 2,3-DIHYDRO-4-BENZOFURANCARBOXALDEHYDE